6-(4-cyclopropyl-6-methoxypyrimidin-5-yl)-1-((6-(1-ethyl-4-(trifluoromethyl)-1H-imidazol-2-yl)pyridin-3-yl)methyl)-1H-pyrazolo[3,4-d]pyrimidine C1(CC1)C1=NC=NC(=C1C1=NC=C2C(=N1)N(N=C2)CC=2C=NC(=CC2)C=2N(C=C(N2)C(F)(F)F)CC)OC